2-[(2,6-difluoro-4-pyridyl)-(tetrahydropyran-4-carbonyl)amino]-5-methyl-N-[(3S)-spiro[3.3]heptan-3-yl]-thiazole-4-carboxamide FC1=NC(=CC(=C1)N(C=1SC(=C(N1)C(=O)N[C@H]1CCC12CCC2)C)C(=O)C2CCOCC2)F